C(C)(C)(C)S(=O)N=C1C(N2C3=C(C=C(C=C3C1=C=O)F)CCC2)C(=O)[O-] (tert-butylsulfinylimino)-9-fluoro-1-carbonyl-6,7-dihydro-1H,5H-pyrido[3,2,1-ij]quinoline-3-carboxylate